2-chloro-5-(2,2-difluorocyclopropyl)pyrimidine ClC1=NC=C(C=N1)C1C(C1)(F)F